ClC1=CC=C(C=C1)C1CC(C1)N1C(OC(=N1)CN1C=NC2=C(C1=O)C=CC=N2)=O 3-((1r,3r)-3-(4-chlorophenyl)cyclobutyl)-5-((4-oxopyrido[2,3-d]pyrimidin-3(4H)-yl)methyl)-1,3,4-oxadiazol-2(3H)-one